CN(C)CCOCCOCCOCCOCCC(=O)OC(C)(C)C tert-butyl 2-methyl-5,8,11,14-tetraoxa-2-azaheptadecan-17-oate